C1(CCCCC1)C(C1=C(C=CC=2C3=CC=C(C=C3CC12)C(C)(C)C)C(C)(C)C)(C1C=CC=C1)C cyclohexyl-methyl-cyclopentadienyl-2,7-di-t-butylfluorenyl-methane